CC=1C=CC(=C(C1)C1=CC=C(C=C1)CCC(CC)C1=NC(=NO1)C)C(=C)C 5'-methyl-3-(3-methyl-1,2,4-oxadiazol-5-yl)-4-pentyl-2'-(prop-1-en-2-yl)-[1,1'-biphenyl]